NC1=C(C=C2C=C(C=NC2=N1)C(=O)N(CC=1N=NC(=CC1)C(F)(F)F)[C@@H](C)C=1N=CSC1)Br 7-amino-6-bromo-N-((1S)-1-(1,3-thiazol-4-yl)ethyl)-N-((6-(trifluoromethyl)-3-pyridazinyl)methyl)-1,8-naphthyridine-3-carboxamide